2-(3-methyl-4-hydroxyphenyl)-2-(4-hydroxyphenyl)-1-phenylethane CC=1C=C(C=CC1O)C(CC1=CC=CC=C1)C1=CC=C(C=C1)O